Benzyl-propane-1,2-diamine C(C1=CC=CC=C1)C(C(C)N)N